FC1=C(C(=CC(=C1)C1NCCC1)C)C=1C=C2C(=CN1)NN=C2C2=C(C(=O)NC)C=CC=C2 (5-(2-fluoro-6-methyl-4-(pyrrolidin-2-yl)phenyl)-1H-pyrazolo[3,4-c]pyridin-3-yl)-N-methylbenzamide